ClC1=CC=C(OCC(=O)NC2=CC=C(C=C2)SC2=CC(=NC=3N2N=CN3)CC)C=C1 (4-chlorophenoxy)-N-(4-((5-ethyl-[1,2,4]triazolo[1,5-a]pyrimidin-7-yl)thio)phenyl)acetamide